5-propylthio-2-(4-vinylbenzyl)-2H-tetrazole C(CC)SC=1N=NN(N1)CC1=CC=C(C=C1)C=C